(S)-2-amino-N-(4-(4-amino-(4-phenoxyphenyl)-1H-pyrazolo[3,4-d]pyrimidin-1-yl)cyclohexyl)-3-methylbutanamide hydrochloride Cl.N[C@H](C(=O)NC1CCC(CC1)N1N=C(C=2C1=NC=NC2N)C2=CC=C(C=C2)OC2=CC=CC=C2)C(C)C